CC=1C=C(CNC(OC(C)(C)C)=O)C=C(C1CNC(=O)C1=NC=CN=C1NCC1CCN(CC1)C)C tert-Butyl (3,5-dimethyl-4-((3-(((1-methylpiperidin-4-yl)methyl)amino)pyrazine-2-carboxamido)methyl)benzyl)carbamate